(R)-N'-(5-(N-ethyl-N-(2,2,2-trifluoro-1-(4-fluorophenyl)ethyl)sulfamoyl)benzo[d]thiazol-2-yl)-N,N-dimethylformimidamide C(C)N(S(=O)(=O)C=1C=CC2=C(N=C(S2)N=CN(C)C)C1)[C@@H](C(F)(F)F)C1=CC=C(C=C1)F